OC1CCN(CC1)C1=CC=C(C=C1)C(\C=C\C1=CC(=C(C=C1)OCC1=CC=CC=C1)OC)=O (E)-1-[4-(4-Hydroxypiperidin-1-yl)phenyl]-3-(3-methoxy-4-phenylmethoxyphenyl)prop-2-en-1-one